OCCCN1CCN(CC1)S(=O)(=O)C=1C=CC(=C(C1)C=1NC(C2=C(N1)C(=CN2C)CCC)=O)OCCC 2-(5-((4-(3-Hydroxypropyl)piperazin-1-yl)sulfonyl)-2-propoxyphenyl)-5-methyl-7-propyl-3,5-dihydro-4H-pyrrolo[3,2-d]pyrimidin-4-one